(S)-ethyl 6-((1S,4S,5R)-5-((5-cyclopropyl-3-(2,6-dichlorophenyl)isoxazol-4-yl)methoxy)-2-aza-bicyclo[2.2.1]heptan-2-yl)-1,2,3,4-tetrahydronaphthalene-2-carboxylate C1(CC1)C1=C(C(=NO1)C1=C(C=CC=C1Cl)Cl)CO[C@H]1[C@@H]2CN([C@H](C1)C2)C=2C=C1CC[C@@H](CC1=CC2)C(=O)OCC